C(C)(C)(C)OC(=O)N1[C@]2(CC(C[C@@H]1CC2)=O)C (1R,5S)-1-methyl-3-oxo-8-azabicyclo[3.2.1]octane-8-carboxylic acid tert-butyl ester